(((4-(N-(thiazol-2-yl) sulfamoyl) phenyl) amino) (p-tolyl) methyl) malonate C(CC(=O)[O-])(=O)OC(C1=CC=C(C=C1)C)NC1=CC=C(C=C1)S(NC=1SC=CN1)(=O)=O